2-(8-chloro-2-methylimidazo[1,2-a]pyridin-6-yl)-7-[(3S)-3-methyl-4-(propan-2-yl)piperazin-1-yl]-4H-pyrido[1,2-a]pyrimidin-4-one ClC=1C=2N(C=C(C1)C=1N=C3N(C(C1)=O)C=C(C=C3)N3C[C@@H](N(CC3)C(C)C)C)C=C(N2)C